[Br-].C(C(C)C)[N+]1=CC=C(C=C1)C i-butyl-4-methylpyridinium bromide